4-(6-chloro-1-methyl-pyrrolo[3,2-c]pyridin-2-yl)-N-(2,2,2-trifluoroethyl)pyrimidin-2-amine ClC1=CC2=C(C=N1)C=C(N2C)C2=NC(=NC=C2)NCC(F)(F)F